CC=1SC=C(N1)C=1N=NN(C1)[C@@H]1[C@H]([C@@H](O[C@@H]([C@@H]1O)CO)C1=NC(=NN1C1=CC2=C(N=C(S2)C)C=C1)C)O 6-{5-{3-Deoxy-3-[4-(2-methylthiazol-4-yl)-1H-1,2,3-triazol-1-yl]β-D-galactopyranosyl}-3-methyl-1H-1,2,4-triazol-1-yl}-2-methylbenzothiazole